ClC1=C(C=C2C(=C(NC2=C1F)C1=NNC(=N1)[C@H](C)N(C)C)C=1C=NNC1)OC (S)-1-(3-(6-chloro-7-fluoro-5-methoxy-3-(1H-pyrazol-4-yl)-1H-indol-2-yl)-1H-1,2,4-triazol-5-yl)-N,N-dimethylethan-1-amine